N-Boc-N-methyl-1,3-diaminopropane hydrochloride Cl.C(=O)(OC(C)(C)C)N(CCCN)C